OCCN1C[C@H](CC1)C(=O)N(C)[C@H](C(=O)OC(C)(C)C)C(C)C tert-butyl (2S)-2-[1-[(3S)-1-(2-hydroxyethyl) pyrrolidin-3-yl]-N-methylformamido]-3-methylbutanoate